CC1=C(C=CC=C1B1OC(C(O1)(C)C)(C)C)NC(=O)C1=NN2C([C@@H](CCC2)N2CCC(CC2)C(=O)OC)=C1 (R)-methyl 1-(2-((2-methyl-3-(4,4,5,5-tetramethyl-1,3,2-dioxaborolan-2-yl)phenyl)carbamoyl)-4,5,6,7-tetrahydropyrazolo[1,5-a]pyridin-4-yl)piperidine-4-carboxylate